BrC1=C(C=CC=C1)C1=C(C(=CC(=C1)C)[Si](CC)(CC)CC)OC1OCCCC1 (2'-bromo-5-methyl-2-((tetrahydro-2H-pyran-2-yl)oxy)-[1,1'-biphenyl]-3-yl)triethylsilane